ClC1=C(C(=O)NCC(=O)N[C@@H](CC(C)C)B2OC([C@@H](CN(CC(O2)=O)C)C)=O)C=C(C=C1)Cl 2,5-dichloro-N-(2-(((R)-1-((R)-6,8-dimethyl-4,9-dioxo-1,3,6,2-dioxazaboronan-2-yl)-3-methylbutyl)amino)-2-oxoethyl)benzamide